C(N)(=O)C1=CC(=C(NC1=O)C(F)(F)F)C1=CC=C(OC[C@H]2N(C[C@H](C2)F)C(=O)OC(C)(C)C)C=C1 tert-butyl (2S,4S)-2-((4-(5-carbamoyl-6-oxo-2-(trifluoromethyl)-1,6-dihydropyridin-3-yl)phenoxy)methyl)-4-fluoropyrrolidine-1-carboxylate